4-[5-chloro-3-(1-tetrahydropyran-2-ylpyrazol-4-yl)quinoxalin-6-yl]oxy-3-fluoro-benzene-1,2-diamine ClC1=C2N=C(C=NC2=CC=C1OC=1C(=C(C(=CC1)N)N)F)C=1C=NN(C1)C1OCCCC1